N-tert-butyl-7-[(1S,5R)-3-(2-chloro-4-fluoro-benzoyl)-3,8-diazabicyclo[3.2.1]octan-8-yl]-N-methyl-1H-benzimidazole-5-sulfonamide C(C)(C)(C)N(S(=O)(=O)C1=CC2=C(NC=N2)C(=C1)N1[C@@H]2CN(C[C@H]1CC2)C(C2=C(C=C(C=C2)F)Cl)=O)C